n-pyrotartaric acid C(CC(=O)O)CC(=O)O